NC=1C=CC(=C(CS(=O)(=O)N2C(C[C@H](CC2)NC=2C=C(C=CC2)C2=C(C(=C(S2)C(=O)OC(C)(C)C)OCC(=O)OCC)Cl)(C)C)C1)F tert-butyl (S)-5-(3-((1-((5-amino-2-fluorobenzyl)sulfonyl)-2,2-dimethylpiperidin-4-yl)amino)phenyl)-4-chloro-3-(2-ethoxy-2-oxoethoxy)thiophene-2-carboxylate